3-butyl-5-(dibromomethylene)-2(5H)-furanone C(CCC)C=1C(OC(C1)=C(Br)Br)=O